C[C@@H]1NC(C2(N3C1=CC1=C3N=C(N=C1)NC1=CC=C(C=C1)S(=O)(=O)N)CCCCC2)=O (S)-4-((6'-methyl-8'-oxo-7',8'-dihydro-6'H-spiro[cyclohexane-1,9'-pyrazino[1',2':1,5]pyrrolo[2,3-d]pyrimidin]-2'-yl)amino)benzenesulfonamide